C(C)OC(=O)C=1N=C2N(N1)[C@@H](C[C@@H]2O)C2=CC=CC=C2 cis-7-hydroxy-5-phenyl-6,7-dihydro-5H-pyrrolo[1,2-b][1,2,4]triazole-2-carboxylic acid ethyl ester